[(7-hydroxy-3-sulfophenazin-8-yl)(methyl)amino]acetic acid OC=1C=C2N=C3C=C(C=CC3=NC2=CC1N(C)CC(=O)O)S(=O)(=O)O